FC(C(C(C(F)(F)F)(F)F)(F)F)(S(=O)[O-])F.[NH4+] ammonium perfluorobutyl-sulfinate